CC(=O)C1=C(C=CC(=C1)O)O 2,5-dihydroxyphenyl methyl ketone